COC1=C(C=CC=C1OS(=O)(=O)[O-])O The molecule is a phenyl sulfate oxoanion that is the conjugate base of 2-methoxyresorcinol sulfate, obtained by deprotonation of the sulfo group; major species at pH 7.3. It has a role as a human blood serum metabolite. It is a conjugate base of a 2-methoxyresorcinol sulfate.